F[C@H]1[C@H](CN(CC1)C(=O)OC(C)(C)C)O tert-butyl (3S,4R)-4-fluoro-3-hydroxy-1-piperidinecarboxylate